C(C)N1N=CC(=C1)C1=NN2C(O[C@H](CC2)C)=C1C(=O)N[C@@H]1C(NC2=C(C(=N1)C1=CC=CC=C1)C=CC=C2F)=O (5S)-2-(1-ethylpyrazol-4-yl)-N-[(3S)-9-fluoro-2-oxo-5-phenyl-1,3-dihydro-1,4-benzodiazepine-3-yl]-5-methyl-6,7-dihydro-5H-pyrazolo[5,1-b][1,3]Oxazine-3-carboxamide